[Br-].C(COCCOCCOCCO)O tetra-ethyleneglycol bromide